FC1=CC=C(C(=O)N2[C@@H](C=3N(CC2)C(=NC3N3C(C[C@@H](CC3)OC)=O)C3=NC(=NS3)C)C)C=C1 (R)-1-[(R)-7-(4-fluorobenzoyl)-8-methyl-3-(3-methyl-1,2,4-thiadiazole-5-yl)-5,6,7,8-tetrahydroimidazo[1,5-a]pyrazin-1-yl]-4-methoxypiperidin-2-one